C(C1=CC=CC=C1)SC(=S)SCCO 2-(benzylsulfanylthiocarbonylsulfanyl)ethanol